CC=1C=C2C(=C(N(C2=CC1C(=O)O)CC)CCCCC)CCC(N)=O 5-methyl-1-ethyl-2-pentyl-3-(2-carbamoylethyl)-indole-6-carboxylic acid